2-(4-(2-(pyridin-4-ylmethyl)-2H-tetrazol-5-yl)phenylsulfonylamino)acetic acid methyl ester COC(CNS(=O)(=O)C1=CC=C(C=C1)C=1N=NN(N1)CC1=CC=NC=C1)=O